Cl.O1COC2=C1C=CC(=C2)CC(CC)NC (Benzo[d][1,3]dioxol-5-yl)-N-Methylbutan-2-amine Hydrochloride